ClC=1C=C2C(=NC=NC2=C(C1C1=C(C(=CC=C1O)F)F)F)N1CCN(CC1)C(=O)OC(C)(C)C tert-Butyl 4-(6-chloro-7-(2,3-difluoro-6-hydroxyphenyl)-8-fluoroquinazolin-4-yl)piperazine-1-carboxylate